2-methylbenzophenone O-trityl oxime C(C1=CC=CC=C1)(C1=CC=CC=C1)(C1=CC=CC=C1)ON=C(C1=C(C=CC=C1)C)C1=CC=CC=C1